C(C=1C(C(=O)OCCCCCCCC)=CC(C(=O)OCCCCCCCC)=CC1)(=O)OCCCCCCCC trinormal octyl trimellitate